[Br-].C(C)(C)(C)[Si](C1=CC=C(C[N+](C)(C)CCO)C=C1)([18F])C(C)(C)C N-(4-(di-tert-butyl[18F]fluorosilyl)benzyl)-2-hydroxy-N,N-dimethylethylammonium bromide